ethyl 2-(2-benzyl-4-methylphenoxy)acetate C(C1=CC=CC=C1)C1=C(OCC(=O)OCC)C=CC(=C1)C